1-(3-((dimethylamino)methyl)phenyl)-6-((2,6-dimethylpyrimidin-4-yl)amino)-1,2-dihydro-3H-pyrazolo[4,3-c]pyridin-3-one CN(C)CC=1C=C(C=CC1)N1NC(C=2C=NC(=CC21)NC2=NC(=NC(=C2)C)C)=O